5-(4-((2S,5S)-5-(4-chlorobenzyl)-2-((2-methyl-2H-tetrazol-5-yl)methyl)-morpholino)piperidin-1-yl)-4H-1,2,4-triazol-3-amine 2,2,2-trifluoroacetate FC(C(=O)O)(F)F.ClC1=CC=C(C[C@@H]2N(C[C@@H](OC2)CC=2N=NN(N2)C)C2CCN(CC2)C=2NC(=NN2)N)C=C1